ClC1=C(C=CC(=C1)C=1OC(=NN1)C)NC=1N=CC2=C(N1)C(=NC=C2)N2CC1(COC1)CC2 N-(2-chloro-4-(5-methyl-1,3,4-oxadiazol-2-yl)phenyl)-8-(2-oxa-6-azaspiro[3.4]octan-6-yl)pyrido[3,4-d]pyrimidin-2-amine